1-(4-(7-(3-hydroxynaphthalen-1-yl)-2-(2-((S)-1-methylpyrrolidin-2-yl)ethoxy)-5,6,7,8-tetrahydroquinazolin-4-yl)-piperazin-1-yl)prop-2-en-1-one OC=1C=C(C2=CC=CC=C2C1)C1CCC=2C(=NC(=NC2C1)OCC[C@H]1N(CCC1)C)N1CCN(CC1)C(C=C)=O